4-(4-hydroxyphenyl)-4-aza-pentacyclo[9.2.1.11,7.02,6.08,13]-10-pentadecene-3,5-dione OC1=CC=C(C=C1)N1C(C2C34C5CC(=CCC5C(C2C1=O)C4)C3)=O